ClC1=C(C=C(C(=C1)F)C=1C2=C(N=CN1)C=C(S2)N2CCOCC2)C(O)C=2N=NC(=CC2)OC [2-Chloro-4-fluoro-5-(6-morpholin-4-ylthieno[3,2-d]-pyrimidin-4-yl)-phenyl]-(6-methoxy-pyridazin-3-yl)-methanol